6-bromo-4-{4-[(3,5-difluoro-2-hydroxyphenyl)methyl]piperazin-1-yl}-1-methyl-2-oxo-1,2-dihydro-1,5-naphthyridine-3-carbonitrile BrC=1N=C2C(=C(C(N(C2=CC1)C)=O)C#N)N1CCN(CC1)CC1=C(C(=CC(=C1)F)F)O